N(=C=O)C1=CC=C(C=C1)N1CCN(CC1)C 1-(4-isocyanatophenyl)-4-methylpiperazine